BrC1=CC(=C(C=C1Cl)C1C(CN(CC1)C(=O)OC(C)(C)C)O)F Tert-butyl 4-(4-bromo-5-chloro-2-fluorophenyl)-3-hydroxypiperidine-1-carboxylate